N-(3-{5-[bis(2H3)methylamino]-2H-pyrazolo[3,4-b]pyridin-2-yl}-4-fluorophenyl)azetidine C([2H])([2H])([2H])N(C1=CC=2C(N=C1)=NN(C2)C=2C=C(C=CC2F)N2CCC2)C([2H])([2H])[2H]